4,4'-diamino-[1,1'-biphenyl]-3,3'-diol NC1=C(C=C(C=C1)C1=CC(=C(C=C1)N)O)O